7-(4,4,5,5-tetramethyl-1,3,2-dioxaborolan-2-yl)-1,3-benzoxazole CC1(OB(OC1(C)C)C1=CC=CC=2N=COC21)C